3-(dimethylamino)-1-(pyrimidin-2-yl)prop-2-en-1-one CN(C=CC(=O)C1=NC=CC=N1)C